COC=1C=C(C=CC1OCC=1C=NC(=CC1)C)NC1=C(C=2N=C(C=NC2C=C1)N1CCOCC1)C(=O)N 6-((3-methoxy-4-((6-methylpyridin-3-yl)methoxy)phenyl)amino)-3-morpholinoquinoxaline-5-carboxamide